C[Si](CCOCOC1=C(C=CC=C1OCOCC[Si](C)(C)C)C1CCN(CC1)CC1=NC2=C(N1CCOC)C=C(C=C2)C(=O)[O-])(C)C 2-{[4-(2,3-bis{[2-(trimethylsilyl)ethoxy]methoxy}phenyl)piperidin-1-yl]methyl}-1-(2-methoxyethyl)-1H-benzimidazole-6-carboxylate